COC(=O)C=1C(N(N=C(C1)C1=CC=C(C=C1)Cl)C1=CSC(=C1)C)=O 6-(4-chlorophenyl)-2-(5-methyl-3-thienyl)-3-oxo-2,3-dihydropyridazine-4-carboxylic acid methyl ester